(rac)-(2s,4s)-2-((3r,4r)-4-([1,1'-biphenyl]-3-yl)-3-methylpiperidin-1-carbonyl)-7-oxa-5-azaspiro[3.4]octan-6-one C1(=CC(=CC=C1)[C@H]1[C@H](CN(CC1)C(=O)C1CC2(C1)NC(OC2)=O)C)C2=CC=CC=C2 |r|